O=C(OC)CCCCCOCCOCCOCCCCCCOC1=CC=C(C=C1)[C@@H](C)NC(=O)C=1C=C(C=CC1)NC1(CCN(CC1)C(=O)OC(C)(C)C)C1=NN=C(N1)C1=CC=NC=C1 (R)-tert-butyl 4-(3-(1-(4-(3-oxo-2,9,12,15-tetraoxahenicosan-21-yloxy)phenyl)ethylcarbamoyl)phenylamino)-4-(5-(pyridin-4-yl)-4H-1,2,4-triazol-3-yl)piperidine-1-carboxylate